tert-butyl 2-(2-hydroxy-4-methylphenyl)-3-(pyridin-4-yl)-6,7-dihydropyrazolo[1,5-a]pyrazine-5(4H)-carboxylate OC1=C(C=CC(=C1)C)C1=NN2C(CN(CC2)C(=O)OC(C)(C)C)=C1C1=CC=NC=C1